(1aR,5aR)-2-(2,4-Difluoro-phenyl)-1a,2,5,5a-tetrahydro-1H-2,3-diaza-cyclopropa[a]pentalene-4-carboxylic acid [(S)-1-(2-methoxyethyl)-pyrrolidin-3-yl]-amide COCCN1C[C@H](CC1)NC(=O)C=1C=2C[C@@H]3[C@H](C2N(N1)C1=C(C=C(C=C1)F)F)C3